NC1=NC=C(C=C1O[C@@H](C)C=1C=C(C(=O)NC2=CC(=CC=C2)C)C=CC1)Cl (S)-3-(1-((2-amino-5-chloropyridin-3-yl)oxy)ethyl)-N-(3-methylphenyl)benzamide